2-bromo-4,6-dimethoxybenzonitrile BrC1=C(C#N)C(=CC(=C1)OC)OC